heptadeca-5,12-dien-9-yl 8-((2-hydroxyethyl)(6-oxo-6-(undecyloxy)hexyl)amino)octanoate OCCN(CCCCCCCC(=O)OC(CCC=CCCCC)CCC=CCCCC)CCCCCC(OCCCCCCCCCCC)=O